(10-(3,5-dichlorophenyl)-6-hydroxy-[1,2,4]triazolo[5,1-a]isoquinoline-5-carbonyl)glycine ClC=1C=C(C=C(C1)Cl)C=1C=CC=C2C(=C(N3C(C12)=NC=N3)C(=O)NCC(=O)O)O